C(CCCCCCC\C=C/C\C=C/CCCCC)(=O)OCC(COC(CCC(OCCCCCCCC)OCCCCCCCC)=O)COC(NC1CN(C1)C1CCCC1)=O 3-((4,4-bis(octyloxy)butanoyl)oxy)-2-((((1-cyclopentylazetidin-3-yl)carbamoyl)-oxy)methyl)propyl (9Z,12Z)-octadeca-9,12-dienoate